NC=1C=C2C(=NC1C(=O)OC)N(C=C2C#N)CC methyl 5-amino-3-cyano-1-ethylpyrrolo[2,3-b]pyridine-6-carboxylate